(3-(4-(4-(3-(1-benzylpiperidin-4-yl)propionyl)phenyl)-3,6-dihydropyridin-1(2H)-yl)propyl)-1H-indole-5-carbonitrile C(C1=CC=CC=C1)N1CCC(CC1)CCC(=O)C1=CC=C(C=C1)C=1CCN(CC1)CCCN1C=CC2=CC(=CC=C12)C#N